C(#N)C(CCCN(CCC1=CC=C(OCC(=O)OCC)C=C1)C)(C(C)C)C1=CC(=C(C=C1)OC)OC Ethyl 2-(4-(2-((4-cyano-4-(3,4-dimethoxyphenyl)-5-methylhexyl)(methyl)amino)ethyl)phenoxy)acetate